BrC=1C(=C2C(=NC1)NC(=N2)C2=CC=C(C=C2)N2CCN(CC2)C(=O)C=2C=NC=CC2)NC2CCN(CC2)CC 6-Bromo-N-(1-ethylpiperidin-4-yl)-2-{4-[4-(pyridin-3-ylcarbonyl)piperazin-1-yl]phenyl}-3H-imidazo[4,5-b]pyridin-7-amine